C(CCCCCCCCCCCC)(=O)OCCC propyl tridecanoate